(4S)-1-(5,5-difluorooxan-3-yl)-5,5-difluoro-3-(trifluoromethyl)-1H,4H,5H,6H-cyclopenta[c]pyrazol-4-ol FC1(CC(COC1)N1N=C(C2=C1CC([C@H]2O)(F)F)C(F)(F)F)F